2-((1-(2-((tert-butyldimethylsilyl)oxy)ethyl)-3-(oxetan-3-yloxy)-1H-pyrazol-4-yl)amino)-7-((3R,4S)-3-methyltetrahydro-2H-pyran-4-yl)-7H-pyrrolo[2,3-d]pyrimidine-6-carbonitrile [Si](C)(C)(C(C)(C)C)OCCN1N=C(C(=C1)NC=1N=CC2=C(N1)N(C(=C2)C#N)[C@@H]2[C@H](COCC2)C)OC2COC2